OC1=CC=C(C=C1)C=1OC2=C(C(C1)=O)C(=CC(=C2)O)O 2-(4-hydroxyphenyl)-5-hydroxy-7-hydroxy-4H-1-benzopyran-4-one